OB1OCC2=C1C(=C(C=C2)C(=O)N[C@@H](C(C)C)C(=O)OCC2CCCC2)C cyclopentylmethyl (1-hydroxy-7-methyl-1,3-dihydrobenzo[c][1,2]oxaborole-6-carbonyl)-L-valinate